N1C=CC2=CC=C(C=C12)B(O)O Indole-6-boronic acid